FC(C(=O)O)(F)F.COC(=O)C=1C=NN2C1CNCC2 4,5,6,7-Tetrahydropyrazolo[1,5-a]pyrazine-3-carboxylic acid methyl ester trifluoroacetate